N-methyl-N-(2-((2-(methyl-(undecyl)amino)ethyl)disulfanyl)ethyl)octadecan-1-amine CN(CCCCCCCCCCCCCCCCCC)CCSSCCN(CCCCCCCCCCC)C